tert-butyl 3-(3-chloro-2-methylphenyl)-3-((2-methyl-1-oxo-1,2-dihydroisoquinolin-7-yl)oxy)azetidine-1-carboxylate ClC=1C(=C(C=CC1)C1(CN(C1)C(=O)OC(C)(C)C)OC1=CC=C2C=CN(C(C2=C1)=O)C)C